(R)-(1-(4-fluorophenyl)-6-((4-(trifluoromethyl)phenyl)sulfonyl)-4,4a,5,6,7,8-hexahydro-1H-pyrazolo[3,4-g]isoquinolin-4a-yl)(thiophen-2-yl)-(R/S)-methanol FC1=CC=C(C=C1)N1N=CC2=C1C=C1CCN(C[C@]1(C2)[C@@H](O)C=2SC=CC2)S(=O)(=O)C2=CC=C(C=C2)C(F)(F)F |&1:20|